(4aR,5S,6aS)-5,7-dihydroxy-1,4a,6a-trimethyl-4,4a,4b,5,6,6a,7,8,9,9a,9b,10-dodecahydro-1H-indeno[5,4-f]quinolin-2(3H)-one O[C@H]1C[C@@]2(C(CCC2C2C1[C@]1(CCC(N(C1=CC2)C)=O)C)O)C